C1(CC1)N1C=C(C(C2=CC(=C(C=C12)N1CCN(CC1)C=O)F)=O)C(=O)O 1-Cyclopropyl-6-fluoro-4-oxo-7-(4-formylpiperazin-1-yl)-1,4-dihydroquinoline-3-carboxylic acid